sulfanyl-pyrimidine SC1=NC=CC=N1